2-(4-{2-[(2,3-dihydro-1H-inden-2-yl)amino]pyrimidin-5-yl}-3-(piperidin-1-ylmethyl)-1H-pyrazol-1-yl)-1-{1H,4H,5H,6H,7H-[1,2,3]triazolo[4,5-c]pyridin-5-yl}ethan-1-one C1C(CC2=CC=CC=C12)NC1=NC=C(C=N1)C=1C(=NN(C1)CC(=O)N1CC2=C(CC1)NN=N2)CN2CCCCC2